2-ethylcyclopropylcarboxylic acid methyl ester COC(=O)C1C(C1)CC